N-(5-(1-(((1s,4s)-4-(((tert-butyldimethylsilyl)oxy)methyl)cyclohexyl)methyl)piperidin-4-yl)pyridin-2-yl)-4-((S)-3-phenylisoxazolidin-2-yl)-5-(trifluoromethyl)pyrimidin-2-amine [Si](C)(C)(C(C)(C)C)OCC1CCC(CC1)CN1CCC(CC1)C=1C=CC(=NC1)NC1=NC=C(C(=N1)N1OCC[C@H]1C1=CC=CC=C1)C(F)(F)F